C(C)(C)(C)OC(=O)N1CC(CCC1)C1=C2C(=C(NC2=C(C=C1F)C(N)=O)C)Cl 3-(7-carbamoyl-3-chloro-5-fluoro-2-methyl-1H-indol-4-yl)piperidine-1-carboxylic acid tert-butyl ester